2'-amino-6',7'-dihydro-5'H-spiro[azetidine-3,4'-[1]benzothiophene]-3'-carbonitrile trifluoroacetate FC(C(=O)O)(F)F.NC=1SC2=C(C1C#N)C1(CCC2)CNC1